CNC=1C=C(C(=O)NC2CCC(CC2)NC2=CC=CC=3N2C=C(N3)C(F)(F)F)C=CC1 3-(methylamino)-N-[(1s,4s)-4-{[2-(trifluoromethyl)imidazo[1,2-a]pyridin-5-yl]amino}cyclohexyl]benzamide